[Fe].C1(=CC=CC=C1)C=1C2=CC=C(N2)C(=C2C=CC(C(=C3C=CC(=C(C=4C=CC1N4)C4=CC=CC=C4)N3)C3=CC=CC=C3)=N2)C2=CC=CC=C2 5,10,15,20-tetraphenylporphyrin iron